3,4-Di(dibromomethyl)benzoic acid BrC(C=1C=C(C(=O)O)C=CC1C(Br)Br)Br